O1COC(C2=C1C=CC=C2)OCCCN2CCN(CC2)C2=NC=CC=N2 2-(4-(3-(benzo[d][1,3]dioxan-4-yloxy)propyl)piperazin-1-yl)pyrimidine